3a,4,5,6,7,7a-hexahydro-1H-4,7-methanoinden-6-yl butyrate C(CCC)(=O)OC1CC2C3C=CCC3C1C2